5-((((1r,3r)-3-(4-fluoro-3-(trifluoromethyl)phenoxy)cyclobutyl)amino)methyl)isoquinolin-8-ol hydrochloride Cl.FC1=C(C=C(OC2CC(C2)NCC2=C3C=CN=CC3=C(C=C2)O)C=C1)C(F)(F)F